C(CCCCCCCCC=CCCCCCCCC)(=O)OC 10-Nonadecenoic acid, methyl ester